ClCCN1CCCCC1 1-(2-Chloroethyl)piperidin